S(=O)(=O)(C)C=1C=C(C(OC)=CC1)NCC#CC1=CC(=C2C=CN(C2=C1)CC(F)(F)F)NC1CC(N(CC1)C)=O 4-{6-[3-(4-mesyl-2-anisidino)-1-propynyl]-1-(2,2,2-trifluoroethyl)-4-indolylamino}-1-methyl-2-piperidinone